3-mercaptopropyl butyrate C(CCC)(=O)OCCCS